OC(C(=O)N)CCCCCC(=O)NC1=CC=C(C=C1)CO hydroxy-N8-(4-(hydroxymethyl)phenyl)octanediamide